COC1=CC=C(C=C1)CN(C1=NC=CC=C1)CC1=CC=C(C=C1)OC 2-[bis[(4-methoxyphenyl)methyl]amino]pyridine